ClC1=C2C(=NC(=C1)C)N(C=C2)C 4-chloro-1,6-dimethyl-1H-pyrrolo[2,3-b]pyridin